NC1=CC=C(C=C1)N1CCC(CC1)=C(CN1CCC(CC1)C=1N=C2N(C=C(C(=C2)OC(C)C)C(=O)NC2=NC(=CC=C2)C(F)F)C1)F 2-[1-[2-[1-(4-aminophenyl)-4-piperidylidene]-2-fluoro-ethyl]-4-piperidyl]-N-[6-(difluoromethyl)-2-pyridyl]-7-isopropoxy-imidazo[1,2-a]pyridine-6-carboxamide